(S)-(6-(4-(2-(difluoromethoxy)phenyl)piperidin-1-yl)-2-azaspiro[3.4]oct-2-yl)(oxetan-3-yl)methanone FC(OC1=C(C=CC=C1)C1CCN(CC1)[C@@H]1CC2(CN(C2)C(=O)C2COC2)CC1)F